3-(2-{3-methoxy-4-[(1s,3s)-3-(dimethylamino)cyclobutoxy]phenylamino}-4-pyrimidinylamino)-5,6,7,8-tetrahydro-6-quinolinol COC=1C=C(C=CC1OC1CC(C1)N(C)C)NC1=NC=CC(=N1)NC=1C=NC=2CCC(CC2C1)O